(3-(methylsulfonamido)phenyl)benzamide CS(=O)(=O)NC=1C=C(C=CC1)C1=C(C(=O)N)C=CC=C1